N1C(=NC2=C1C=CC=C2)C=2C=C(C=CC2)NC2=NC=C(C=N2)C2=COC=C2 N-[3-(1H-benzo[d]imidazol-2-yl)phenyl]-5-(3-furyl)pyrimidin-2-amine